N1(CCCCC1)C1=CC(=NC=C1)N1CCC2NCCCC21 1-(4-(piperidin-1-yl)pyridin-2-yl)octahydro-1H-pyrrolo[3,2-b]pyridine